7-methoxy-2-oxo-1,2-dihydroquinolin-4-yl trifluoromethanesulfonate FC(S(=O)(=O)OC1=CC(NC2=CC(=CC=C12)OC)=O)(F)F